N[C@](C(=O)O)(C[Se]CCNC(=O)OC(C)(C)C)C (R)-2-amino-3-((2-((tert-butoxycarbonyl)amino)ethyl)selanyl)-2-methylpropanoic acid